4-(2-hydroxyacetyl)-8-methoxy-2-oxo-3,4-dihydropyrazino[2,3-c]quinolin OCC(=O)N1CC(NC2=C1C=NC=1C=C(C=CC21)OC)=O